(2R,3R)-3-(3-(4-(2,4-difluorobenzyloxy)phenyl)isoxazol-5-yl)-2-(2,4-difluorophenyl)-1-(1H-1,2,4-triazol-1-yl)butan-2-ol FC1=C(COC2=CC=C(C=C2)C2=NOC(=C2)[C@@H]([C@@](CN2N=CN=C2)(O)C2=C(C=C(C=C2)F)F)C)C=CC(=C1)F